N[C@H]1C(CN(C1)C1=NC(=CC(=C1)C=1C=C(C=CC1C)NC(=O)N1C[C@@H](CC1)CC(F)(F)F)N1CCOCC1)(F)F (3S)-N-(3-{2-[(4R)-4-amino-3,3-difluoropyrrolidin-1-yl]-6-(morpholin-4-yl)pyridin-4-yl}-4-methylphenyl)-3-(2,2,2-trifluoroethyl)pyrrolidine-1-carboxamide